C1(C=CC2=CC=CC=C12)C1(C=CC=C1)[Na] indenyl-cyclopentadienyl-sodium